N-((3S,4S)-3-((7-(2,6-dichloro-3,5-dimethoxyphenyl)-5-(((1-(2-hydroxyethyl)-1H-pyrazol-4-yl)methyl)amino)-2,6-naphthyridin-3-yl)amino)tetrahydro-2H-pyran-4-yl)acrylamide ClC1=C(C(=C(C=C1OC)OC)Cl)C1=NC(=C2C=C(N=CC2=C1)N[C@@H]1COCC[C@@H]1NC(C=C)=O)NCC=1C=NN(C1)CCO